Lithium Nickel-oxide [Ni]=O.[Li]